2-((3-(4-(3,3,3-trifluoropropyl)phenyl)-1,2,4-oxadiazol-5-yl)methyl)acrylic acid FC(CCC1=CC=C(C=C1)C1=NOC(=N1)CC(C(=O)O)=C)(F)F